C(C)OC1=CC(=NC=C1)NC1=CC=C(C(=N1)C(=O)N1[C@H](CCC(C1)(F)F)CNC(C)=O)C (R)-N-((1-(6-((4-ethoxypyridin-2-yl)amino)-3-methylpyridine-2-carbonyl)-5,5-difluoroPiperidin-2-yl)methyl)acetamide